FC1=C(C=CC(=C1)C(F)(F)F)C1(CC1)C(=O)NC=1C=CC(=C(C(=O)O)C1)C=1C=NN(C1)CCOC 5-[({1-[2-Fluoro-4-(trifluoromethyl)phenyl]cyclopropyl}carbonyl)amino]-2-[1-(2-methoxyethyl)-1H-pyrazol-4-yl]benzoic acid